6-bromocinnolin BrC=1C=C2C=CN=NC2=CC1